1-(1-((6-(5-Chlorothiophen-3-yl)pyridin-3-yl)methyl)-4-(cyanomethyl)piperidin-4-yl)-3-(cyclopropanecarboxamido)-1H-pyrazole-4-carboxamide ClC1=CC(=CS1)C1=CC=C(C=N1)CN1CCC(CC1)(CC#N)N1N=C(C(=C1)C(=O)N)NC(=O)C1CC1